4-(3-Chloro-2-fluoro-6-methoxyphenyl)-6-methyl-N-(5-((((S)-tetrahydrofuran-3-yl)oxy)methyl)-1,3,4-thiadiazol-2-yl)nicotinamide ClC=1C(=C(C(=CC1)OC)C1=CC(=NC=C1C(=O)NC=1SC(=NN1)CO[C@@H]1COCC1)C)F